pentaerythritol tetraacetate (mercaptoacetate) SCC(=O)O.C(C)(=O)O.C(C)(=O)O.C(C)(=O)O.C(C)(=O)O.OCC(CO)(CO)CO